NC(=O)C1=CC=CC2=CN(N=C12)C1=CC=C(C[NH2+]C=2C=[NH+]C=CC2)C=C1 3-({4-[7-(aminocarbonyl)-2H-indazole-2-yl]benzyl}ammonio)pyridinium